1-(4-chloro-3-fluorophenyl)-9-(3-(4-fluorophenyl)-1H-1,2,4-triazol-5-yl)-1,9-diazaspiro[5.5]undecan-2-one ClC1=C(C=C(C=C1)N1C(CCCC12CCN(CC2)C2=NC(=NN2)C2=CC=C(C=C2)F)=O)F